CC1=CC=C(C=C1)N1CCC2(C1=NC1=CN=CC=C1C2=O)O 1-[4-(Methyl)phenyl]-3a-hydroxy-1H,2H,3H,3aH,4H-pyrrolo[2,3-b]1,7-naphthyridin-4-one